COC(=O)C1=CC2=C(N(CC(CS2)(C)CCCC)C2=CC=CC=C2)C=C1SC.COCCN1N=CC(=C1)C(C)=O 1-(1-(2-methoxyethyl)-1H-pyrazol-4-yl)ethan-1-one Methyl-3-butyl-3-methyl-7-(methylthio)-5-phenyl-2,3,4,5-tetrahydro-1,5-benzothiazepine-8-carboxylate